2,6-di-t-butyl-4-methylphenylformic acid C(C)(C)(C)C1=C(C(=CC(=C1)C)C(C)(C)C)C(=O)O